CC(C)(C)OC(=O)N1CCC2(CC1)CC3=CC=CC=C3C2=O n-boc-1-oxo-1,3-dihydrospiro[indene-2,4'-piperidine]